Methyl 2-(6-oxo-2-phenyl-5-(2-(pyridine-3-yl)oxazole-4-carboxamido) pyrimidin-1(6H)-yl)acetate O=C1C(=CN=C(N1CC(=O)OC)C1=CC=CC=C1)NC(=O)C=1N=C(OC1)C=1C=NC=CC1